1,3-bis(4'-fluorobenzoyl)Benzene FC1=CC=C(C(=O)C2=CC(=CC=C2)C(C2=CC=C(C=C2)F)=O)C=C1